2-(6-methoxy-2-naphthyl)-1-propanol COC=1C=C2C=CC(=CC2=CC1)C(CO)C